1-(1-(2-(benzo[d][1,3]dioxan-5-yl)acetyl)piperidin-4-yl)-7-(trifluoromethyl)-1,3-dihydro-2H-benzo[d]imidazol-2-one O1COCC2=C1C=CC=C2CC(=O)N2CCC(CC2)N2C(NC1=C2C(=CC=C1)C(F)(F)F)=O